C1(CC1)N1N=CC(=N1)C1=C2C=NNC2=C(C=C1)C1=CC=C(N=N1)N(C1CC2CCC(C1)N2)C N-(6-(4-(2-cyclopropyl-2H-1,2,3-triazol-4-yl)-1H-indazol-7-yl)pyridazin-3-yl)-N-methyl-8-azabicyclo[3.2.1]octan-3-amine